OC1=C(C(N(C=C1)C)=O)NC(N[C@@H](CC(=O)OCC)C=1C=C(C=C(C1)C)C1=C(C=CC=C1C)C)=O ethyl (S)-3-(3-(4-hydroxy-1-methyl-2-oxo-1,2-dihydropyridin-3-yl)ureido)-3-(2',5,6'-trimethyl biphenyl-3-yl)propanoate